CC=1N=C(SC1C=1C=NN(C1)C1CCC1)N1[C@@H](CCC1)C(=O)[NH-] (2S)-1-(4-methyl-5-(1-cyclobutylpyrazol-4-yl)-1,3-thiazol-2-yl)prolyl-amide